CN1C(=NN=C1C)[C@@H]1C[C@@H](CCC1)NC(OC(C)(C)C)=O tert-butyl ((1R,3S)-3-(4,5-dimethyl-4H-1,2,4-triazol-3-yl)cyclohexyl)carbamate